C[PH+](C)C trimethylphosphanium